CC1=NC(=CC=C1S(=O)(=O)N1[C@H]2CC(C[C@@H]1CC2)N2CCC(CC2)C)C (1R,3s,5S)-8-((2,6-Dimethylpyridin-3-yl)sulfonyl)-3-(4-methylpiperidin-1-yl)-8-azabicyclo[3.2.1]octane